2-phenylethyl β-D-glucopyranoside O([C@H]1[C@H](O)[C@@H](O)[C@H](O)[C@H](O1)CO)CCC1=CC=CC=C1